3-(dibenzylamino)-1-propanol C(C1=CC=CC=C1)N(CCCO)CC1=CC=CC=C1